CC=1N=C(SC1C=1C=C2C(CNC(C2=CC1)=O)C(F)(F)F)NC(=O)N1C(CCC1)C(=O)N N1-(4-methyl-5-(1-oxo-4-(trifluoromethyl)-1,2,3,4-tetrahydroisoquinolin-6-yl)thiazol-2-yl)pyrrolidine-1,2-dicarboxamide